octane-6,7-dicarboxylate CCCCCC(C(C)C(=O)[O-])C(=O)[O-]